Ethyl (5aR,6S,7R,8aS)-6-({[dimethyl(2-methyl-2-propanyl)silyl]oxy}methyl)-7-(tetrahydro-2H-pyran-2-yloxy)-5,5a,6,7,8,8a-hexahydro-2H-cyclopenta[b]oxepin-3-carboxylate C[Si](OC[C@H]1[C@@H](C[C@@H]2OCC(=CC[C@@H]21)C(=O)OCC)OC2OCCCC2)(C(C)(C)C)C